tert-butyl (S)-6-(8'-fluoro-2'-oxo-1',4'-dihydro-2'H-spiro[cyclopropane-1,3'-quinolin]-6'-yl)-3-methyl-3,4-dihydropyridine-1(2H)-carboxylate FC=1C=C(C=C2CC3(C(NC12)=O)CC3)C3=CC[C@@H](CN3C(=O)OC(C)(C)C)C